CC1=C(C(=CC(=C1)C(F)(F)F)C)N1N=C(C(=CC1=O)O)C(C)C 2-[2,6-dimethyl-4-(trifluoromethyl)phenyl]-5-hydroxy-6-isopropylpyridazin-3(2H)-one